O(S(=O)(=O)C(F)(F)F)[SiH](C1CCCCC1)C1CCCCC1 dicyclohexylsilyl triflate